C(C)(C)(C)[Si](OCC=1C=C(C=C(C1)OC)O)(C)C 3-((tert-butyl-(dimethyl)silyl)oxymethyl)-5-methoxy-phenol